(6R)-6-{4-[3-(pyrimidin-4-yl)pyridin-2-yl]piperazin-1-yl}-2-azaspiro[3.4]octane-2-carboxylic acid ethyl ester C(C)OC(=O)N1CC2(C1)C[C@@H](CC2)N2CCN(CC2)C2=NC=CC=C2C2=NC=NC=C2